FC(COC1=NC=C(C=N1)B(O)O)(F)F [2-(2,2,2-trifluoroethoxy)pyrimidin-5-yl]boronic acid